FC(C=1C=C(CNC(NCCCCCCCCCCCCCC(=O)O)=O)C=CC1C(F)(F)F)(F)F 14-(3-(3,4-bis(trifluoromethyl)benzyl)ureido)tetradecanoic acid